2-(3,3-Difluoroazetidin-1-yl)-7,9-dihydro-8H-purin-8-one FC1(CN(C1)C1=NC=C2NC(NC2=N1)=O)F